C(C)(C)(C)OC(=O)NCCNS(=O)(=O)C1=CC=C(C=C1)B(O)O [4-[2-(tert-butoxycarbonylamino)ethylsulfamoyl]-phenyl]boronic acid